ClC=1C=2N(C=CN1)C(=NC2)CC2=C(C(=CC=C2)Cl)Cl 8-chloro-3-(2,3-dichlorobenzyl)imidazo[1,5-a]pyrazine